CON=CC(=O)NC 2-(methoxyimino)-N-methylacetamide